4-(3-(4-Acryloylpiperazin-1-yl)azetidin-1-yl)-6-(4-chloro-2-methyl-1-oxa-8-azaspiro[4.5]dec-3-en-8-yl)-2-(trifluoromethyl)nicotinonitrile C(C=C)(=O)N1CCN(CC1)C1CN(C1)C1=CC(=NC(=C1C#N)C(F)(F)F)N1CCC2(C(=CC(O2)C)Cl)CC1